trans-1,2-dimethyl-1,2-cyclohexanediol C[C@@]1([C@@](CCCC1)(O)C)O